Ethyl 2-(4-((2,5-dioxo-3-(4-(trifluoromethyl)phenyl)imidazolin-1-yl)methyl)-2,6-dimeth-ylphenoxy)propionate O=C1N(C(CN1C1=CC=C(C=C1)C(F)(F)F)=O)CC1=CC(=C(OC(C(=O)OCC)C)C(=C1)C)C